5-chloro-2-fluoro-4-(((tetrahydro-2H-pyran-4-yl)methyl)amino)-N-(thiazol-2-yl)benzenesulfonamide ClC=1C(=CC(=C(C1)S(=O)(=O)NC=1SC=CN1)F)NCC1CCOCC1